COC1CCN(CC1)S(=O)(=O)C1=CC=C(C=C1)C1=NNC2=NC=C(C=C21)C=2C=CC1=C(CCC(CC1)(N1[C@@H](CCC1)C)C)C2 3-(4-((4-Methoxypiperidin-1-yl)sulfonyl)phenyl)-5-(7-methyl-7-((R)-2-methylpyrrolidin-1-yl)-6,7,8,9-tetrahydro-5H-benzo[7]annulen-2-yl)-1H-pyrazolo[3,4-b]pyridine